FC1=C(C(=C(C(=C1C1=CC=CC=C1)F)F)F)C1=CC=CC=C1 2',4',5',6'-tetrafluoro-1,1':3',1''-terphenyl